OC1=C(C=CC=C1)C=1OC=C(N1)C(=O)O 2-(2-hydroxyphenyl)oxazole-4-carboxylic acid